ClC1=NC=C2NC(N(C2=N1)C1CCC(CC1)(C)NC(OC(C)(C)C)=O)=O tert-butyl (4-(2-chloro-8-oxo-7,8-dihydro-9H-purin-9-yl)-1-methylcyclohexyl)carbamate